C(C=C)[Pd-2](=C1N(CCN1C1=C(C=CC=C1C(C)C)C(C)C)C1=C(C=CC=C1C(C)C)C(C)C)Cl allylchloro-[1,3-bis(2,6-diisopropylphenyl)-4,5-dihydroimidazol-2-ylidene]palladium(II)